C(#N)C1=CC(=NC(=C1)N1C[C@@H](O[C@@H](C1)C)C)C1=NC2=CC(=NC=C2C=C1)CNC(C1=CC(=C(C=C1)C)S(=O)(=O)C)=O N-((2-(4-cyano-6-((cis)-2,6-dimethylmorpholino)pyridin-2-yl)-1,6-naphthyridin-7-yl)methyl)-4-methyl-3-(methylsulfonyl)benzamide